3-(5-(4-((3-oxa-6-azabicyclo[3.1.1]heptan-6-yl)methyl)pyridin-2-yl)-1-oxoisoindolin-2-yl)piperidine-2,6-dione C12COCC(N1CC1=CC(=NC=C1)C=1C=C3CN(C(C3=CC1)=O)C1C(NC(CC1)=O)=O)C2